2,4-bis(4-methoxy-phenyl)-1,3,2,4-dithiadiphosphetane 2,4-disulfide COC1=CC=C(C=C1)P1(SP(S1)(C1=CC=C(C=C1)OC)=S)=S